methyl-4,4-difluoro-2-(3-hydroxypropyl)pyrrolidine-2-carboxylate COC(=O)C1(NCC(C1)(F)F)CCCO